2-(2-amino-3-methoxyphenyl)-4-oxo-4H-[1]benzopyran NC1=C(C=CC=C1OC)C=1OC2=C(C(C1)=O)C=CC=C2